9-(4-ethynylphenoxy)-10-(4-ethynylphenyl)anthracene lanthanum-strontium-cobalt iron [Fe].[Co].[Sr].[La].C(#C)C1=CC=C(OC=2C3=CC=CC=C3C(=C3C=CC=CC23)C2=CC=C(C=C2)C#C)C=C1